BrC=1C(=NC=C(C1)Br)N 3,5-dibromo-2-pyridinamine